C(C)(C)(C)OC(=O)N1C(CC(/C(/C1)=C/C1=CC=CC=C1)N1CCCCC1)(C)C.C(/C1=CC=CC=C1)=C/1\C(CC(N(C1)C(=O)NCCCCC1=CC=CC=C1)(C)C)N1CCCCC1 (5E)-5-Benzylidene-2,2-dimethyl-N-(4-phenylbutyl)-4-(1-piperidyl)piperidine-1-carboxamide tert-Butyl-(5E)-5-benzylidene-2,2-dimethyl-4-(1-piperidyl)piperidine-1-carboxylate